(R)-2-((1-(2-cyano-3-(5,6-dihydroimidazo[1,2-a]pyrazin-7(8H)-yl)-7-methylquinoxalin-5-yl)ethyl)amino)benzoic acid C(#N)C1=NC2=CC(=CC(=C2N=C1N1CC=2N(CC1)C=CN2)[C@@H](C)NC2=C(C(=O)O)C=CC=C2)C